2-(methyl(2-oxo-4-(o-tolyl)-2H-chromen-7-yl)amino)-N-(tetrahydro-2H-pyran-4-yl)acetamide CN(CC(=O)NC1CCOCC1)C1=CC=C2C(=CC(OC2=C1)=O)C1=C(C=CC=C1)C